3-(3-(4-(aminomethyl)benzyl)isoxazol-5-yl)pyridin-2-amine NCC1=CC=C(CC2=NOC(=C2)C=2C(=NC=CC2)N)C=C1